CN1C(N(C=2N=CN(C2C1=O)[C@H](C(=O)NC=1SC=C(N1)C=1C=NC(=NC1)N1C2CN(CC1C2)C(=O)OC(C)(C)C)C)C)=O tert-butyl 6-(5-(2-((S)-2-(1,3-dimethyl-2,6-dioxo-1,2,3,6-tetrahydro-7H-purin-7-yl) propionylamino) thiazol-4-yl) pyrimidin-2-yl)-3,6-diazabicyclo[3.1.1]heptane-3-carboxylate